(S)-4-(6-chloro-7-(2-fluorophenyl)-1-(1-isopropyl-4-methyl-1H-pyrazol-5-yl)-2-oxo-1,2-dihydropyrido[2,3-d]pyrimidin-4-yl)-3-methylpiperazine-1-carboxylic acid tert-butyl ester C(C)(C)(C)OC(=O)N1C[C@@H](N(CC1)C=1C2=C(N(C(N1)=O)C1=C(C=NN1C(C)C)C)N=C(C(=C2)Cl)C2=C(C=CC=C2)F)C